CC=1N=C(C(=NC1NC1=CC=CC=C1)C#N)C#N 5-methyl-6-(phenylamino)pyrazine-2,3-dinitrile